5-methyl-2-oxo-1,2-dihydropyridine-3-carboxamide CC=1C=C(C(NC1)=O)C(=O)N